N1,N1-dimethyl-N4-(1-methyl-4-(piperidin-4-yl)-1H-pyrazol-3-yl)benzene-1,4-disulfonamide CN(S(=O)(=O)C1=CC=C(C=C1)S(=O)(=O)NC1=NN(C=C1C1CCNCC1)C)C